CC(C)(C)S(=O)N=C(C)C1=NC(=NS1)C1=CC(=NC=C1)C 2-methyl-N-[1-[3-(2-methyl-4-pyridinyl)-1,2,4-thiadiazol-5-yl]ethylidene]propane-2-sulfinamide